O=C1NC(CCC1N1C(C=2C=C3C(=CC2C1)C1(CCN(CC1)C(=O)OCC1=CC=CC=C1)OC3)=O)=O Benzyl 6-(2,6-Dioxopiperidin-3-Yl)-5-Oxo-3,5,6,7-Tetrahydrospiro[Furo[3,4-f]Isoindole-1,4'-Piperidine]-1'-Carboxylate